FC1=CC=C(S1)CNC=1C=CC=NC1 5-{[(5-fluorothiophen-2-yl)methyl]amino}pyridine